N,N-dimethyl-3-((5-(1-isopropyl-3-methylimidazo[1,5-a]quinoxalin-8-yl)pyridin-2-yl)oxy)propan-1-amine CN(CCCOC1=NC=C(C=C1)C1=CC=C2N=CC=3N(C2=C1)C(=NC3C)C(C)C)C